C1(CC1)CCN1C(N(C(C12CCN(CC2)C2=CN=C1C(=N2)N(N=C1)CC(F)F)=O)C=1C=NC(=CC1)C(F)(F)F)=O (2-cyclopropylethyl)-8-(1-(2,2-difluoroethyl)-1H-pyrazolo[3,4-b]pyrazin-6-yl)-3-(6-(trifluoromethyl)pyridin-3-yl)-1,3,8-triazaspiro[4.5]decane-2,4-dione